6-[2-[6-(1-hexyldecoxycarbonyloxy)hexoxy]-3-hydroxy-propoxy]hexyl 1-hexyldecyl carbonate C(OCCCCCCOCC(CO)OCCCCCCOC(=O)OC(CCCCCCCCC)CCCCCC)(OC(CCCCCCCCC)CCCCCC)=O